FC(OC1=C(C=CC(=C1F)F)[C@H]1[C@H](O[C@]([C@@H]1C)(C(F)(F)F)C)C(=O)NC1=CC(=NC=C1)C(=O)N)F 4-((2S,3S,4R,5R)-3-(2-(difluoromethoxy)-3,4-difluorophenyl)-4,5-dimethyl-5-(trifluoromethyl)tetrahydrofuran-2-carboxamido)picolinamide